5-(3-(4-((3-chloro-4-(trifluoromethoxy)benzyl)amino)butoxy)azetidin-1-yl)benzo[c][2,6]naphthyridine-8-carboxamide ClC=1C=C(CNCCCCOC2CN(C2)C2=NC3=C(C4=CN=CC=C24)C=CC(=C3)C(=O)N)C=CC1OC(F)(F)F